3-(1H-indol-3-yl)butanamide N1C=C(C2=CC=CC=C12)C(CC(=O)N)C